tert-butyl 4-formylpiperidine-1-carboxylate tert-butyl-azaspiro[3.5]nonane-2-carboxylate C(C)(C)(C)OC(=O)C1NC2(C1)CCCCC2.C(=O)C2CCN(CC2)C(=O)OC(C)(C)C